O=C1NC(CCC1N1C(C2=CC=CC(=C2C1=O)N1CC(C1)OCC(=O)N1CCC(CC1)NC(OC(C)(C)C)=O)=O)=O tert-butyl (1-(2-((1-(2-(2,6-dioxopiperidin-3-yl)-1,3-dioxoisoindolin-4-yl)azetidin-3-yl)oxy)acetyl)piperidin-4-yl)carbamate